3-methoxybenzyl 4-(methacryloyloxy)-3-methoxybenzoate C(C(=C)C)(=O)OC1=C(C=C(C(=O)OCC2=CC(=CC=C2)OC)C=C1)OC